N-{4-[2-(2-chloro-3-fluorophenyl)acetamido]pyridin-2-yl}-N-[3-(difluoromethyl)phenyl]acetamide ClC1=C(C=CC=C1F)CC(=O)NC1=CC(=NC=C1)N(C(C)=O)C1=CC(=CC=C1)C(F)F